C(C)(=O)O.C(C(C)C)C1=CC=C(C=C1)C(C(=O)OCCN(CC)CC)C 2-(diethylamino)ethyl 2-(4-isobutylphenyl)propionate acetic acid salt